6,7-difluoroquinoline-3-carboxamide methyl-picolinate COC(C1=NC=CC=C1)=O.FC=1C=C2C=C(C=NC2=CC1F)C(=O)N